[W].O1COC2=C1C=CC(=C2)CC(CC)=O (1,3-benzodioxol-5-yl)butan-2-one tungsten